ClC1=C(NC(=C1Cl)C)C(=O)NC=1SC2=C(N1)C=CC(=C2)C(=O)NCC(=O)OC methyl (2-(3,4-dichloro-5-methyl-1H-pyrrole-2-carboxamido)benzo[d]thiazole-6-carbonyl)glycinate